COC1=CC=C(C=C1)C1=C(C=NN1C([2H])([2H])[2H])C=1C=C2CN(C(C2=CC1)=O)C1C(NC(CC1)=O)=O 3-(5-(5-(4-methoxyphenyl)-1-(methyl-d3)-1H-pyrazol-4-yl)-1-oxoisoindolin-2-yl)piperidine-2,6-dione